BrC1=CC=2N(C[C@H]3N(C2C=C1)CCC(C3)OCSC)S(=O)(=O)C3=CC(=CC=C3)C(F)(F)F (6aS)-3-bromo-8-((methylthio)methoxy)-5-((3-(trifluoromethyl)phenyl)sulfonyl)-6,6a,7,8,9,10-hexahydro-5H-pyrido[1,2-a]Quinoxaline